rac-(3aR,5R,7S,7aR)-5-(2-ethylphenyl)-1-isopropyl-3,3,7-trimethyl-octahydrobenzo[c]isoxazole C(C)C1=C(C=CC=C1)[C@H]1C[C@@H]2[C@H](N(OC2(C)C)C(C)C)[C@H](C1)C |r|